C1(CCCC1)N1C(C(=CC2=CC=C(N=C12)NC1=CC=C(C=C1)N1CCNCC1)C#N)=O 1-cyclopentyl-2-oxo-7-((4-(piperazin-1-yl)phenyl)amino)-1,2-dihydro-1,8-naphthyridine-3-carbonitrile